C(CSCCC=O)SCCC=O 3,3'-(ethane-1,2-diylbis(sulfanediyl))dipropionaldehyde